(R)-6-fluoro-1-(4-fluorophenyl)-4-oxo-7-(2-((pyridin-2-yloxy)methyl)pyrrolidin-1-yl)-1,4-dihydroquinoline-3-carboxylic acid FC=1C=C2C(C(=CN(C2=CC1N1[C@H](CCC1)COC1=NC=CC=C1)C1=CC=C(C=C1)F)C(=O)O)=O